2-(2-(2-isopropylphenyl)-4-((1-methyl-1H-pyrazol-4-yl) methyl)-6-oxopiperazin-1-yl)-7-azaspiro[3.5]nonane-7-carboxylate C(C)(C)C1=C(C=CC=C1)C1N(C(CN(C1)CC=1C=NN(C1)C)=O)C1CC2(C1)CCN(CC2)C(=O)[O-]